NCCC1=C(C=CC=C1)[Pd+] [2-(2-aminoethyl)-phenyl]palladium (II)